[2-(aminomethyl)-3,3-difluoro-allyl]-4-[4-[6-(dimethylamino)-3-pyridinyl]-2-fluoro-phenyl]-1,2,4-triazol-3-one trifluoroacetate salt FC(C(=O)O)(F)F.NCC(CC=1N(C(NN1)=O)C1=C(C=C(C=C1)C=1C=NC(=CC1)N(C)C)F)=C(F)F